2-[[(2R)-2-(tert-butoxycarbonylamino)-3-phenyl-propionyl]amino]-5-fluoro-pentanoic acid ethyl ester C(C)OC(C(CCCF)NC([C@@H](CC1=CC=CC=C1)NC(=O)OC(C)(C)C)=O)=O